quinoloneOne N=1C(C(C=C2C=CC=CC12)=O)=O